C(C)OC(CNS(=O)(=O)C)OCC N-(2,2-diethoxyethyl)methanesulfonamide